7-chloro-3a,7a-dihydro-1H-pyrrolo[3,2-b]pyridine ClC=1C2C(N=CC1)C=CN2